N1OC(CCO1)NC(CCCC=1C=2CNC(C2C=CC1)=O)=O N-(2,6-dioxapiperidin-3-yl)-1-oxoisoindoline-4-butyramide